5-SULFAMOYLPYRIDINE-3-BORONIC ACID S(N)(=O)(=O)C=1C=C(C=NC1)B(O)O